COCCN(C=1N=C(C2=C(N1)C(=NC(=N2)N(CCOC)CCOC)N2CCC(CC2)OC)N2CC(N(CC2)CC)=O)CCOC 4-(2,6-bis(bis(2-methoxyethyl)amino)-8-(4-methoxypiperidin-1-yl)pyrimido[5,4-d]pyrimidin-4-yl)-1-ethylpiperazin-2-one